isopropenyl cumyl peroxide C(C)(C)(C1=CC=CC=C1)OOC(=C)C